C(#N)C1=C(N=C2N(C1=O)C=C(C=C2[C@@H](C)NC2=C(C(=O)O)C=CC=C2)C2CC2)N2CC1=CC=CC=C1C2 (R)-2-((1-(3-cyano-7-cyclopropyl-2-(isoindolin-2-yl)-4-oxo-4H-pyrido[1,2-a]pyrimidin-9-yl)ethyl)amino)benzoic acid